C(C)N(CCOC(CCC(=O)O)=O)CC succinic acid mono-(2-diethylamino-ethyl) ester